4-Amino-2-cyclopropyl-5-nitro-N-(4-(trifluoromethoxy)phenyl)benzenesulfonamide NC1=CC(=C(C=C1[N+](=O)[O-])S(=O)(=O)NC1=CC=C(C=C1)OC(F)(F)F)C1CC1